4-(benzyloxy)-7-chloro-8-fluoro-2-(((2S,7aR)-2-fluorotetrahydro-1H-pyrrolizin-7a(5H)-yl)methoxy)pyrido[4,3-d]pyrimidine C(C1=CC=CC=C1)OC=1C2=C(N=C(N1)OC[C@@]13CCCN3C[C@H](C1)F)C(=C(N=C2)Cl)F